methyl [(6S)-4-{3'-[(2-t-butoxy-2-oxoethoxy)methyl] [1,1'-biphenyl]-4-yl}-2,3,9-trimethyl-6H-thieno[3,2-f][1,2,4]triazolo[4,3-a][1,4]diazepin-6-yl]acetate C(C)(C)(C)OC(COCC=1C=C(C=CC1)C1=CC=C(C=C1)C1=N[C@H](C=2N(C3=C1C(=C(S3)C)C)C(=NN2)C)CC(=O)OC)=O